3-(benzyloxy)-8'-bromo-7'-fluoro-3'-methylspiro[cyclobutane-1,1'-pyrrolo[2,3-c]quinolin] C(C1=CC=CC=C1)OC1CC2(CN(C=3C=NC=4C=C(C(=CC4C32)Br)F)C)C1